C(C)(C)N[Si](NC(C)C)(NC(C)C)NC(C)C N,N',N'',N'''-tetraisopropylsilanetetraamine